ClC=1C=C(C=CC1)C(CO)NC(=O)C1=CN(C=C1)C1=NC(=NC=C1C)NC1=CC(=C(C=C1)F)C(=O)N1CCN(CC1)C N-(1-(3-chlorophenyl)-2-hydroxyethyl)-1-(2-((4-fluoro-3-(4-methylpiperazine-1-carbonyl)phenyl)amino)-5-methyl-pyrimidin-4-yl)-1H-pyrrole-3-carboxamide